(E)-3-fluoro-N-phenyl-3-(3,5-xylyl)acrylamide tungsten-titanium [Ti].[W].F/C(=C/C(=O)NC1=CC=CC=C1)/C1=CC(=CC(=C1)C)C